(E)-phenyl-malonamide C1(=CC=CC=C1)C(C(=O)N)C(=O)N